NNC(=S)OCC1C2CN(C(C1)C2)C(=O)OC(C)(C)C tert-butyl 5-(((aminocarbamothioyl)oxy)methyl)-2-azabicyclo(2.2.1)heptane-2-carboxylate